[3-[5-bromo-1-ethyl-2-[2-[(1S)-1-methoxyethyl]-3-pyridinyl]indol-3-yl]-2,2-dimethyl-propoxy]-tert-butyl-diphenyl-silane BrC=1C=C2C(=C(N(C2=CC1)CC)C=1C(=NC=CC1)[C@H](C)OC)CC(CO[Si](C1=CC=CC=C1)(C1=CC=CC=C1)C(C)(C)C)(C)C